Tetrabromopropanediol BrCC(C(O)(O)Br)(Br)Br